C(CC)N1C(=[N+](C=C1)C)C 1-propyl-2,3-dimethylimidazolium